NCC(=O)NC 2-Amino-N-methyl-acetamide